CC=1C=C(C(=O)OC)C=C(C1)C1=NOC(=N1)C methyl 3-methyl-5-(5-methyl-1,2,4-oxadiazol-3-yl)benzoate